CC1(C[C@@H](CO1)NC=1N=NC(=C2C1C=NC=C2)C2=C(C=C(C=C2C)O)F)C 4-(((S)-5,5-dimethyltetrahydrofuran-3-ylamino)pyrido[3,4-d]pyridazin-1-yl)-3-fluoro-5-methylphenol